C(C)(C)(C)C1=CC=C(C=C1)N(C(=O)[C@@H]1NC[C@@H](C1)OC)C(C(=O)NC1CCCCC1)(C=1C=NC=CC1)C (2R,4R)-N-(4-tert-butylphenyl)-N-[2-(cyclohexylamino)-1-methyl-2-oxo-1-(3-pyridyl)ethyl]-4-methoxy-pyrrolidine-2-carboxamide